(S)-N-(5-(2-(1-isopropylpyrrolidin-3-yl)acetamido)-2-methylpyridin-3-yl)-2-(1-(2-methoxyethyl)-1H-pyrazol-4-yl)pyrazolo[5,1-b]thiazole-7-carboxamide C(C)(C)N1C[C@@H](CC1)CC(=O)NC=1C=C(C(=NC1)C)NC(=O)C=1C=NN2C1SC(=C2)C=2C=NN(C2)CCOC